C(C)(C)(C)OC(=O)N1C(CN(CCNCC1)C(=O)OC(C)(C)C)CC1=NC=C(C=C1)C(=O)OC (5-(methoxycarbonyl)pyridin-2-ylmethyl)-1,4,7-triazacyclononane-1,4-dicarboxylic acid di-tert-butyl ester